FC(C(C(C(C(O)(F)F)(F)F)(F)F)(F)F)C nonafluoro-n-hexanol